CN1C=2C=CC(=NC2C(=CC1=O)N(C=1C=C(C=CC1)C1=CC=C(C=C1)OC(F)(F)F)C)C#N 5-methyl-8-(methyl-(4'-(trifluoromethoxy)-[1,1'-biphenyl]-3-yl)amino)-6-oxo-5,6-dihydro-1,5-naphthyridine-2-carbonitrile